FC1=C(C=C2CCN(C2=C1)C(=O)N[C@H](CO)C1=CC(=CC(=C1)OCC(=O)NC(C)C)F)C=1C=NNC1 (S)-6-fluoro-N-(1-(3-fluoro-5-(2-(isopropylamino)-2-oxoethoxy)phenyl)-2-hydroxyethyl)-5-(1H-pyrazol-4-yl)indoline-1-carboxamide